tetraphosphorus trisulphide P12P3P1SP(S2)S3